hexafluoropropan-2-yl (R)-1-(pyridin-3-ylcarbamoyl)-6-azaspiro[2.5]octane-6-carboxylate N1=CC(=CC=C1)NC(=O)[C@@H]1CC12CCN(CC2)C(=O)OC(C(F)(F)F)C(F)(F)F